FC1=CC(=CC2=C1N=C(O2)CO)NC(=O)C2=CC=C(C1=CN(N=C21)C)N2CCNCC2 N-[4-fluoro-2-(hydroxymethyl)-1,3-benzoxazol-6-yl]-2-methyl-4-(piperazin-1-yl)indazole-7-carboxamide